FC1(C[C@H](CCC1)[C@@H](C=1N=C2N(N=C(C=C2)CC2C(NC[C@H](C2)C(F)(F)F)=O)C1)NC(OCC1=CC=CC=C1)=O)F Benzyl ((1S)-((S)-3,3-difluorocyclohexyl)(6-(((5S)-2-oxo-5-(trifluoromethyl)piperidin-3-yl)methyl)imidazo[1,2-b]pyridazin-2-yl)methyl)carbamate